CC1=C(C=CC=C1)S(=O)(=O)N1N=C(C=C1)C(=O)NCC1=NC=C(C=N1)C 1-(2-methylbenzene-1-sulfonyl)-N-[(5-methylpyrimidin-2-yl)methyl]-1H-pyrazole-3-carboxamide